ClC1=C(C(=O)OC)C=CC(=N1)Cl methyl 2,6-dichloronicotinate